isopropylamine, hydrochloride Cl.C(C)(C)N